4-((3-methoxyphenyl)amino)pyrrol COC=1C=C(C=CC1)NC=1C=CNC1